8-(4-(3-oxa-8-azabicyclo[3.2.1]oct-8-yl)-6-chloro-1,3,5-triazin-2-yl)-3-oxa-8-azabicyclo[3.2.1]octane C12COCC(CC1)N2C2=NC(=NC(=N2)Cl)N2C1COCC2CC1